(2r,3r,4s,5r)-2-(4-amino-5-(((tert-butyldiphenylsilyl)oxy)methyl)-7H-pyrrolo[2,3-d]pyrimidin-7-yl)-5-(hydroxymethyl)tetrahydrofuran-3,4-diol NC=1C2=C(N=CN1)N(C=C2CO[Si](C2=CC=CC=C2)(C2=CC=CC=C2)C(C)(C)C)[C@@H]2O[C@@H]([C@H]([C@H]2O)O)CO